NC=1C=C(C=C(C1)C(F)(F)F)[C@@H](C)NC1=NC(=NN2C1=CC(=C2)C2(CCC(CC2)C(=O)N(C)C)O)C 4-[4-[[(1R)-1-[3-amino-5-(trifluoromethyl)phenyl]ethyl]amino]-2-methyl-pyrrolo[2,1-f][1,2,4]triazin-6-yl]-4-hydroxy-N,N-dimethylcyclohexanecarboxamide